C(OCC1=NN(C(=C1)C1CCC1)C)(OC1=CC=C(C=C1)[N+](=O)[O-])=O (5-cyclobutyl-1-methyl-1H-pyrazol-3-yl)methyl (4-nitrophenyl) carbonate